NC=1NC2=NC=C(N=C2C(N1)=O)CNC1=CC=C(C(=O)NC(C(=O)O)CCC(=O)O)C=C1 2-[[4-[(2-amino-4-oxo-1H-pteridin-6-yl)methylamino]benzoyl]amino]pentanedioic acid